F[C@@H]1CN(C[C@H]1NC(CCS(=O)(=O)C)=O)C1=NC(=C2N=CN(C2=N1)C)NC=1C(=NN(C1)CCCCCCCNC(OC(C)(C)C)=O)OC tert-butyl N-[7-[4-[[2-[(3R,4R)-3-fluoro-4-(3-methylsulfonylpropanoylamino) pyrrolidin-1-yl]-9-methyl-purin-6-yl]amino]-3-methoxy-pyrazol-1-yl]heptyl]carbamate